(3S,4R)-3-hydroxy-4-fluoropyrrolidine-1-carboxylic acid tert-butyl ester C(C)(C)(C)OC(=O)N1C[C@@H]([C@@H](C1)F)O